diethylene glycol mono-tert.-butyl ether C(C)(C)(C)OCCOCCO